N=1N(N=CC1)C1=C(C=CC=C1)C(=O)N1[C@@H]2[C@@H](C[C@H](C1)C2)OC2=NC=C(C=C2)C(F)F (2-(2H-1,2,3-triazol-2-yl)phenyl)((1S,4R,6R)-6-((5-(difluoromethyl)pyridin-2-yl)oxy)-2-azabicyclo[2.2.1]heptan-2-yl)methanone